COC=1C=C2C(NN(C2=C2C1C=C(C=C2)[N+](=O)[O-])C2=CC=CC=C2)=O 5-methoxy-7-nitro-1-phenyl-1H-benzo[g]indazol-3(2H)-one